5-Chloro-2-[2-[[(3R)-1-(3-methoxypropyl)-3-piperidyl]amino]oxazolo[4,5-b]pyridin-5-yl]-3-methyl-phenol ClC=1C=C(C(=C(C1)O)C1=CC=C2C(=N1)N=C(O2)N[C@H]2CN(CCC2)CCCOC)C